5-Fluoro-N-[(2R)-1-hydroxy-prop-2-yl]-4-[4-methyl-5-oxo-3-(prop-2-yl)-4,5-dihydro-1H-1,2,4-triazol-1-yl]-2-{[(2S)-4-methylpent-2-yl]oxy}benzamide FC=1C(=CC(=C(C(=O)N[C@@H](CO)C)C1)O[C@@H](C)CC(C)C)N1N=C(N(C1=O)C)C(C)C